((R)-4-(2-aminobenzo[d]oxazol-7-yl)morpholin-2-yl)((S)-6,8-dichloro-1-methyl-3,4-dihydroisoquinolin-2(1H)-yl)methanone NC=1OC2=C(N1)C=CC=C2N2C[C@@H](OCC2)C(=O)N2[C@H](C1=C(C=C(C=C1CC2)Cl)Cl)C